(2S)-2-(4-bromo-2-fluorophenoxy)-N-[1-(hydroxyimino)ethyl]-3-methylbutanamide BrC1=CC(=C(O[C@H](C(=O)NC(C)=NO)C(C)C)C=C1)F